COC(=O)C=1OC=C(C(C1OCC1=CC=CC=C1)=O)C(NCC1=C(C=C(C=C1F)F)F)=O 3-(benzyloxy)-5-((2,4,6-trifluorobenzyl)carbamoyl)-4-oxo-4H-pyran-2-carboxylic acid methyl ester